N2-methyl-1H-pyrrole-2,5-dicarboxamide CNC(=O)C=1NC(=CC1)C(=O)N